3-tert-butylsulfinylaminoazetidine-1-carboxylic acid tert-butyl ester C(C)(C)(C)OC(=O)N1CC(C1)NS(=O)C(C)(C)C